FC1=CC=C(COCC2(COC2)C)C=C1 3-(4-Fluorobenzyloxy)methyl-3-methyloxetane